C1(CC1)OC1=C(C=C2C=NNC2=C1)C(=O)NC=1C=NN2C1N=CC=C2 6-cyclopropoxy-N-(pyrazolo[1,5-a]pyrimidin-3-yl)-1H-indazole-5-carboxamide